C\C(=C/CNC(=O)C1CC1)\CCC=C(C)C (E)-N-(3,7-dimethylocta-2,6-dienyl)cyclopropanecarboxamide